4-N-benzoylcytosine C(C1=CC=CC=C1)(=O)NC1=NC(NC=C1)=O